1-(4-(methylamino)-2-(methylthio)pyrimidin-5-yl)ethan-1-one CNC1=NC(=NC=C1C(C)=O)SC